BrC=1C=C2N(N=CC(=C2NC2CCN(CC2)S(=O)(=O)CCC)C(=NC2=C(C=CC(=C2)F)Cl)N)C1 6-bromo-N'-(2-chloro-5-fluoro-phenyl)-4-[(1-propylsulfonyl-4-piperidyl)amino]pyrrolo[1,2-b]pyridazine-3-carboxamidine